(S)-(2-(5-(1-amino-2-(1H-indol-3-yl)ethyl)-1,3,4-oxadiazol-2-yl)propan-2-yl)carbamic acid tert-butyl ester C(C)(C)(C)OC(NC(C)(C)C=1OC(=NN1)[C@H](CC1=CNC2=CC=CC=C12)N)=O